NC=1SC(=CN1)C(=O)NC1=C(C=C(C(=C1)C(NC=1C=NN(C1)C1CC1)=O)F)C 2-Amino-N-[5-[(1-cyclopropylpyrazol-4-yl)carbamoyl]-4-fluoro-2-methylphenyl]-1,3-thiazole-5-carboxamide